[2-[(dithiocarboxyl) amino] ethyl] dithiocarbamate C(N)(SCCNC(=S)S)=S